FC=1C=C(C=C(C1)F)[C@@H]1CC[C@H]2OC3(C(N21)=O)CCN(CC3)C3=CC(=CN=N3)C#N 6-[(5'S,7a'R)-5'-(3,5-difluorophenyl)-3'-oxotetrahydro-1H,3'H-spiro[piperidine-4,2'-pyrrolo[2,1-b][1,3]oxazol]-1-yl]pyridazine-4-carbonitrile